C(C)(C)(C)OC(=O)N1CC(CC1)N(C)[C@@H](C(=O)OC)C1=CC=CC=C1 3-(((R)-2-methoxy-2-oxo-1-phenylethyl)(methyl)amino)pyrrolidine-1-carboxylic acid tert-butyl ester